IC=1C(=C(C(=CC1)I)N)N 3,6-diiodo-1,2-phenylenediamine